tert-Butyl (R)-4-(1-fluoro-1-((1-methyl-3-(trifluoromethyl)-1H-pyrazol-5-yl)sulfonyl)ethyl)piperidine-1-carboxylate F[C@](C)(S(=O)(=O)C1=CC(=NN1C)C(F)(F)F)C1CCN(CC1)C(=O)OC(C)(C)C